6-(1-(piperidin-4-yl)-1H-pyrazol-4-yl)-7H-pyrrolo[2,3-d]pyrimidine N1CCC(CC1)N1N=CC(=C1)C1=CC2=C(N=CN=C2)N1